2,2,2-Trifluoro-1-(6-(methoxy-d3)-7-nitro-3,4-dihydroisoquinolin-2(1H)-yl-1,1-d2)ethan-1-one FC(C(=O)N1C(C2=CC(=C(C=C2CC1)OC([2H])([2H])[2H])[N+](=O)[O-])([2H])[2H])(F)F